C(C)NC1=NC(C(=C2N1C=CC(=C2)C(F)(F)F)C=2C(=NC=CC2)OC)=O 1-(ethylamino)-4-(2-methoxypyridin-3-yl)-6-(trifluoromethyl)-3H-pyrido[1,2-c]pyrimidin-3-one